((4-chlorobenzyl)thio)-6-fluorobenzo[d]oxazole ClC1=CC=C(CSC=2OC3=C(N2)C=CC(=C3)F)C=C1